O1CCC(=CC1)C=1OC(=CC1C(=O)OCC)C1=CC=2N(C=C1)N=CC2C=2C(=NN(C2C)CC(F)(F)F)C ethyl 2-(3,6-dihydro-2H-pyran-4-yl)-5-[3-[3,5-dimethyl-1-(2,2,2-trifluoroethyl)pyrazol-4-yl]pyrazolo[1,5-a]pyridin-5-yl]furan-3-carboxylate